tert-Butyl (R)-3-(cyclopropylamino)pyrrolidine-1-carboxylate C1(CC1)N[C@H]1CN(CC1)C(=O)OC(C)(C)C